CN1CCC(CC1)NC(=O)C=1SC=2N=CN=C(C2N1)N1CCC2=CC(=CC=C12)[N+](=O)[O-] N-(1-methylpiperidin-4-yl)-7-(5-nitro-2,3-dihydro-1H-indol-1-yl)[1,3]thiazolo[5,4-d]pyrimidine-2-carboxamide